O=C(CCCC)C=CC 5-keto-6-octene